2,3,5,6-tetrafluoro-4-(trifluoromethyl)benzene tert-butyl-(3R)-3-(3-chloro-5-(1-methyl-2-oxohexahydropyrimidin-5-yl)phenyl)morpholine-4-carboxylate C(C)(C)(C)OC(=O)N1[C@@H](COCC1)C1=CC(=CC(=C1)C1CNC(N(C1)C)=O)Cl.FC1=CC(=C(C(=C1F)C(F)(F)F)F)F